CIS-8-Dimethylamino-1-(2-methoxy-ethyl)-8-phenyl-1,3-diazaspiro[4.5]decan-2-one CN(C1(CCC2(CNC(N2CCOC)=O)CC1)C1=CC=CC=C1)C